C(#N)N1CC(CC1)N(C(=O)C1=CC=C(C=C1)C1=CC=CC=C1)C N-(1-cyanopyrrolidin-3-yl)-N-methyl-[1,1'-biphenyl]-4-carboxamide